(2R,3R,4S,5R,6R)-4-(4-(4-chloro-2,3-difluorophenyl)-1H-1,2,3-triazol-1-yl)-2-(hydroxymethyl)-5-methoxy-6-((1-(3-methylpentan-3-yl)-1H-1,2,3-triazol-4-yl)methyl)tetrahydro-2H-pyran-3-ol ClC1=C(C(=C(C=C1)C=1N=NN(C1)[C@H]1[C@H]([C@H](O[C@@H]([C@@H]1OC)CC=1N=NN(C1)C(CC)(CC)C)CO)O)F)F